C(C)(C)(C)C1=C(C=CC(=C1)CC)OC 2-tertiary butyl-4-ethyl-anisole